ClC=1C(=NC(=NC1)F)NC=1C=CC2=C(N(C(N2C)=O)CCC(=O)NC)C1 3-[6-[(5-chloro-2-fluoro-pyrimidin-4-yl)amino]-3-methyl-2-oxo-benzimidazol-1-yl]-N-methyl-propanamide